CN1N=CC(=C1)C=1C=C2C=C(N=CC2=CC1)NC(=O)[C@@H]1CC[C@H](CC1)C(=O)N1CCN(CC1)C trans-N-(6-(1-methyl-1H-pyrazol-4-yl)isoquinolin-3-yl)-4-(4-methylpiperazine-1-carbonyl)cyclohexane-1-carboxamide